C(C=C)[C@H]1C[C@H](CO1)O[Si](C1=CC=CC=C1)(C1=CC=CC=C1)C(C)(C)C |o1:3,5| (((3R*,5S*)-5-allyltetrahydrofuran-3-yl)oxy)(tert-butyl)diphenylsilane